methyl-4-(5-chloro-2-nitrophenyl)-3-oxobutanoate COC(CC(CC1=C(C=CC(=C1)Cl)[N+](=O)[O-])=O)=O